1-(tert-butyloxycarbonyl)azetidine-3-carboxylic acid C(C)(C)(C)OC(=O)N1CC(C1)C(=O)O